3-((2S)-3-(8-(2-chloro-3-fluorophenylsulfonyl)-1-oxa-8-azaspiro[4.5]dec-3-ylamino)-2-hydroxypropoxy)-N-methylbenzenesulfonamide ClC1=C(C=CC=C1F)S(=O)(=O)N1CCC2(CC(CO2)NC[C@@H](COC=2C=C(C=CC2)S(=O)(=O)NC)O)CC1